Cl.Cl.C12CNCC(CC1)N2CC2=C(N=C1N2C=CC=C1)C1=CC=C(C=C1)C(C)C 3-(3,8-Diazabicyclo[3.2.1]oct-8-ylmethyl)-2-(4-isopropylphenyl)imidazo[1,2-a]pyridin-Dihydrochlorid